C(C)(C)(C)C=1C=C(CN2C(N(C(N(C2=O)CC2=CC(=C(C(=C2)C(C)(C)C)O)C(C)(C)C)=O)CC2=CC(=C(C(=C2)C(C)(C)C)O)C(C)(C)C)=O)C=C(C1O)C(C)(C)C 1,3,5-tris(3,5-di-t-butyl-4-hydroxybenzyl)s-triazine-2,4,6(1H,3H,5H)trione